N,N-dimethyl-4-(2,3,4,5-tetrahydro-1H-pyrido[4,3-b]indol-8-yl)aniline hydrochloride Cl.CN(C1=CC=C(C=C1)C1=CC=2C3=C(NC2C=C1)CCNC3)C